[O-]CC.[O-]CC.[Al+2] aluminum diethoxide